Cl.C1=C2C(=NN=C1C1=C(C=CC=C1)O)NC[C@@H]1N2CCNC1 (R)-2-(6,6a,7,8,9,10-hexahydro-5H-pyrazino[1',2':4,5]pyrazino[2,3-c]pyridazin-2-yl)phenol hydrochloride